CC1(CC(=NO1)SCOC1=C(C(=C(C(=C1F)F)OC1=CC(=CC=C1)F)F)F)C 5,5-dimethyl-3-(((2,3,5,6-tetrafluoro-4-(3-fluorophenoxy)phenoxy)methyl)thio)-4,5-dihydroisoxazole